C1(=CC=CC=C1)C#CC1=C(C=O)C=CC(=C1)F 2-(phenylethynyl)-4-fluorobenzaldehyde